Methyl 1,5-dimethyl-2-oxo-6,7-dihydro-5H-cyclopenta[b]pyridine-3-carboxylate CN1C2=C(C=C(C1=O)C(=O)OC)C(CC2)C